ClC=1C=NC(=C(C(=O)NC2CCC(CC2)CN2C(N(C3=C2C=CC=C3F)C=3C=CC(=NC3)C(=O)NC)=O)C1)C(F)F 5-(3-(((1r,4r)-4-(5-chloro-2-(difluoromethyl)nicotinamido)cyclohexyl)methyl)-7-fluoro-2-oxo-2,3-dihydro-1H-benzo[d]imidazol-1-yl)-N-methylpicolinamide